C(#N)C=1C=CC(=C(O[C@H](C(=O)O)C)C1)CN1CCN(CC1)C(=O)OC(C(F)(F)F)C(F)(F)F (S)-2-(5-Cyano-2-((4-(((1,1,1,3,3,3-hexafluoropropan-2-yl)oxy)carbonyl)piperazin-1-yl)methyl)phenoxy)propanoic acid